C(#N)\C(\C(=O)NC(OCC)=O)=N/NC1=CC(=C(C(=C1)Cl)OC1=CC=C(C=C1)[N+](=O)[O-])Cl (E)-ethyl (2-cyano-2-(2-(3,5-dichloro-4-(4-nitrophenoxy)phenyl)hydrazono)acetyl)carbamate